NC1=NN2C(N=CC=C2)=C1C(=O)NC(C)C=1C=C(C=2N(C1C=1C=NNC1)C(=NC2)C)Cl 2-Amino-N-{1-[8-chloro-3-methyl-5-(1H-pyrazol-4-yl)imidazo[1,5-a]pyridin-6-yl]ethyl}pyrazolo[1,5-a]pyrimidine-3-carboxamide